C(C)(C)(C)OC(=O)N1CCC(=CC1)C1=C(C=C(C=C1)NC(=O)C1=C(C=C(C=C1)C=1CCN(CC1)C(=O)OC(C)(C)C)C(F)(F)F)C tert-butyl 4-{4-[(4-{1-[(tert-butoxy)carbonyl]-1,2,3,6-tetrahydropyridin-4-yl}-3-methylphenyl)carbamoyl]-3-(trifluoromethyl) phenyl}-1,2,3,6-tetrahydropyridine-1-carboxylate